(2,2-difluorobenzo[d][1,3]dioxol-5-yl)(4-(5-fluoro-1H-indole-3-carbonyl)piperazin-1-yl)methanone tert-butyl-4-aminoisoindoline-2-carboxylate C(C)(C)(C)OC(=O)N1CC2=CC=CC(=C2C1)N.FC1(OC2=C(O1)C=CC(=C2)C(=O)N2CCN(CC2)C(=O)C2=CNC1=CC=C(C=C21)F)F